ClC=1C=C(C=CC1)[C@@H](CO)NC(=O)C=1N=CN(C1)C1=NC(=NC=C1C)NC(CO)CO (S)-N-(1-(3-chlorophenyl)-2-hydroxyethyl)-1-(2-((1,3-dihydroxypropan-2-yl)amino)-5-methyl-pyrimidin-4-yl)-1H-imidazole-4-amide